BrC=1SC2=C(N1)C(=C(C(=C2)OCC)F)F 2-bromo-6-ethoxy-4,5-difluorobenzo[d]thiazole